1-(3,5-difluoro-4-{[3-(4-fluorophenyl)-1-{[2-(trimethylsilyl)ethoxy]methyl}-1H-pyrrolo[2,3-b]pyridin-4-yl]oxy}phenyl)-3-[(3-methyloxetan-3-yl)methyl]urea FC=1C=C(C=C(C1OC1=C2C(=NC=C1)N(C=C2C2=CC=C(C=C2)F)COCC[Si](C)(C)C)F)NC(=O)NCC2(COC2)C